2-((6-amino-5-(4-(tert-butoxycarbonyl)piperazin-1-yl)pyridin-3-yl)(methyl)amino)-6-chlorobenzoic acid NC1=C(C=C(C=N1)N(C1=C(C(=O)O)C(=CC=C1)Cl)C)N1CCN(CC1)C(=O)OC(C)(C)C